ClCCN1C(=NC2=C(C1=O)C=NN2C2=CC=C(C=C2)C)C=2C=NC(=CC2)F 5-(2-chloroethyl)-6-(6-fluoropyridin-3-yl)-1-(p-tolyl)-1,5-dihydro-4H-pyrazolo[3,4-d]pyrimidin-4-one